2-[dodecylthio(thiocarbonyl)thio]-2-methyl-propionic acid C(CCCCCCCCCCC)SC(=S)SC(C(=O)O)(C)C